P(=O)(O)(O)OC[C@H](N)[C@H](O)\C=C\CCCCCCCCCCCCC sphingosin 1-phosphate